(S)-2-(N-[4-amino-5-(2-methylpyridine-4-carbonyl)thiazol-2-yl]-4-fluoro-anilino)propanamide NC=1N=C(SC1C(=O)C1=CC(=NC=C1)C)N(C1=CC=C(C=C1)F)[C@H](C(=O)N)C